C1(=CCCCC1)C=1C(=C(C=CC1)NC=1N=CC=C2C=C(C=NC12)CNCCO)C 2-[({8-[(3-cyclohex-1-en-1-yl-2-methylphenyl)amino]-1,7-naphthyridin-3-yl}methyl)amino]ethanol